1,3-dioxoisobenzofuran-4-carboxylic acid O=C1OC(C=2C(=CC=CC12)C(=O)O)=O